C(C)(C)C=1C=NN2C1C=C(C=C2)C2=NC(=NC=C2)NC2=CC=C(C=N2)N2C(CNCC2)=O 1-[6-[[4-(3-isopropylpyrazolo[1,5-a]pyridin-5-yl)pyrimidin-2-yl]amino]-3-pyridyl]piperazin-2-one